10,13-Dihydroxytricosanoic acid OC(CCCCCCCCC(=O)O)CCC(CCCCCCCCCC)O